1-Allyl-2,3,4-trifluoro-5-(methoxy-d3)benzene C(C=C)C1=C(C(=C(C(=C1)OC([2H])([2H])[2H])F)F)F